CC(C#N)(C)C1=CNC2=NC=C(C=C21)C=2C=C1CCOCC1=C(C2)[C@H]2NCCC2 (S)-2-methyl-2-(5-(8-(pyrrolidin-2-yl)isochroman-6-yl)-1H-pyrrolo[2,3-b]pyridin-3-yl)propionitrile